2-isopropyl-5,5-dimethyl-N-(2-phenylpropyl)cyclohexanecarboxamide C(C)(C)C1C(CC(CC1)(C)C)C(=O)NCC(C)C1=CC=CC=C1